6-cyclopropyl-1-methyl-2-oxo-4-[4-(phenylsulfanyl)piperidin-1-yl]-1,2-dihydroquinoline-3-carbonitrile C1(CC1)C=1C=C2C(=C(C(N(C2=CC1)C)=O)C#N)N1CCC(CC1)SC1=CC=CC=C1